C1(=CC=C(C=C1)S(=O)(=O)O[C@H]1CN(CC1)C(=O)OC(C)(C)C)C tert-butyl (3R)-3-(p-tolylsulfonyloxy)pyrrolidine-1-carboxylate